C(C)(C)(C)C1=CC(=NO1)NC(=O)NC1=CC=C(C=C1)C=1N=NN(C1)C1=CC(=C(C=C1)OCCCN(C)C)OC 1-(5-(tert-butyl)isoxazol-3-yl)-3-(4-(1-(4-(3-dimethylaminopropoxy)-3-methoxyphenyl)-1H-1,2,3-triazol-4-yl)phenyl)urea